COC1=CC=C(C=C1)C(OCC1(CCN(CC1)C(COCC(NCCCOCCOCCOCCCNC(OCC1C2=CC=CC=C2C=2C=CC=CC12)=O)=O)=O)CO)(C1=CC=CC=C1)C1=CC=C(C=C1)OC (9H-Fluoren-9-yl)methyl (1-(4-((bis(4-methoxyphenyl)(phenyl)methoxy)methyl)-4-(hydroxymethyl)piperidin-1-yl)-1,5-dioxo-3,10,13,16-tetraoxa-6-azanonadecan-19-yl)carbamate